4-hydroxy-2-(methylthio)-6,7-dihydro-5H-pyrimido[5,4-e][1,4]diazepine-5,8(9H)-dicarboxylic acid di-tert-butyl ester C(C)(C)(C)OC(=O)N1CCN(CC2=C1C(=NC(=N2)SC)O)C(=O)OC(C)(C)C